C(C)(C)(C)OC(=O)N\C(\NCCC1=CC(=CC=2C3=CC(=C(C=C3NC12)Cl)Cl)NC1=CC=C(C=C1)Cl)=N\C(OC(C)(C)C)=O (E)-tert-Butyl (tert-butoxycarbonylamino)(2-(6,7-dichloro-3-(4-chlorophenylamino)-9H-carbazol-1-yl)ethylamino)methylenecarbamate